2,5-dimethyl-1,3-hexadiene CC(=C)C=CC(C)C